N1C(=NC2=C1C=CC=C2)C2=NNC1=CC=C(C=C21)C(=O)N2CCN(CC2)C2=CC=C(C=C2)F (3-(1H-benzo[d]imidazol-2-yl)-1H-indazol-5-yl)(4-(4-fluorophenyl)piperazin-1-yl)methanone